O[C@H]1C[C@@H](CCC1)NC(CN1N=C(N2C(C1=O)=CC1=C2N=CS1)C(C)C)=O N-((1r,3r)-3-hydroxycyclohexyl)-2-(5-isopropyl-8-oxothiazolo[5',4':4,5]pyrrolo[1,2-d][1,2,4]triazin-7(8H)-yl)acetamide